COC([C@@H](CN1N=CC=C1)O)=O (R)-2-hydroxy-3-(1H-pyrazol-1-yl)propionic acid methyl ester